2-methyl-3-(methylsulfanyl)cyclobutan-1-ol CC1C(CC1SC)O